9-((2R,3R,4S,5R)-3,4-dihydroxy-5-(hydroxymethyl)tetrahydrofuran-2-yl)-2-(prop-2-yn-1-ylamino)-1,9-dihydro-6H-purin-6-one O[C@H]1[C@@H](O[C@@H]([C@H]1O)CO)N1C=2N=C(NC(C2N=C1)=O)NCC#C